3-(N,N-dimethylamino)butanoic acid (6Z,9Z,28Z,31Z)-heptatriaconta-6,9,28,31-tetraen-19-yl ester CCCCC\C=C/C\C=C/CCCCCCCCC(CCCCCCCC\C=C/C\C=C/CCCCC)OC(CC(C)N(C)C)=O